C1(CCC1)NC=1C2=C(N=C(N1)NC1=CC=C(C=3OCCOC31)C(=O)N3CCOCC3)NC=C2C#N 4-(cyclobutylamino)-2-((8-(morpholine-4-carbonyl)-2,3-di-hydrobenzo[b][1,4]dioxin-5-yl)amino)-7H-pyrrolo[2,3-d]pyrimidine-5-carbonitrile